2-ethylhexyl-((3-chloro-2-((tetrahydro-2H-pyran-4-yl) amino) pyridin-4-yl) thio) propionate C(CC)(=O)OSC1=C(C(=NC=C1CC(CCCC)CC)NC1CCOCC1)Cl